2-(3-methoxybenzyl)-1-cyclopentanone COC=1C=C(CC2C(CCC2)=O)C=CC1